OC1=C(C(=O)NCCCCCCCC(=O)O)C=CC(=C1)OC 8-(2-hydroxy-4-methoxybenzoylamino)octanoic acid